C1(=CC=CC=C1)S(=O)(=O)N1CC(C1)N1C(=NC2=C1C(=CC(=C2)C(=O)N2[C@@H]1CC[C@H](C2)[C@H]1N)OC)C1=CC=2C(=NC=CC2)N1CC1CC1 (1R,4R,7R)-2-{1-[1-(benzenesulfonyl)azetidin-3-yl]-2-[1-(cyclopropylmethyl)-1H-pyrrolo[2,3-b]pyridin-2-yl]-7-methoxy-1H-1,3-benzodiazole-5-carbonyl}-2-azabicyclo[2.2.1]heptan-7-amine